CC=1CC[C@H]([C@@H](C1)C=1C(=CC(=CC1O)CCCCCCCCCCC)O)C(=C)C (1'R,2'R)-5'-methyl-2'-(prop-1-en-2-yl)-4-undecyl-1',2',3',4'-tetrahydro-[1,1'-biphenyl]-2,6-diol